C(C)(=O)N1CCC(CC1)NC1=NC=C(C(=N1)NC1CC1)C(=O)N 2-(1-acetylpiperidin-4-ylamino)-4-(cyclopropylamino)pyrimidine-5-carboxamide